[Si](C)(C)(C(C)(C)C)OC=1C=C(C=CC1OC)/C=C/C(=O)OCC Ethyl (E)-3-(3-((tert-butyldimethylsilyl)oxy)-4-methoxyphenyl)acrylate